Propan-1,3-diyl bis(12-hydroxyoctadecanoat) OC(CCCCCCCCCCC(=O)OCCCOC(CCCCCCCCCCC(CCCCCC)O)=O)CCCCCC